3-phenyl-1-methyl-3-azabicyclo[3.1.0]hexane-6-carboxylic acid C1(=CC=CC=C1)N1CC2(C(C2C1)C(=O)O)C